(3R,4R)-1-cyclohexyl-4-{[5-(2,4-difluoro-phenyl)-isoxazole-3-carbonyl]-amino}-piperidine-3-carboxylic acid (2-hydroxy-1,1-dimethyl-ethyl)-amide OCC(C)(C)NC(=O)[C@@H]1CN(CC[C@H]1NC(=O)C1=NOC(=C1)C1=C(C=C(C=C1)F)F)C1CCCCC1